CN(C(=N)N)CC(=O)O 2-(1-methylguanidino)-acetic acid